CS(=O)(=O)C=1C=C(C=CC1)C=1N(C2=CC=C(C=C2C1)NC(=O)NCC1=CC=NC=C1)C N-{2-[3-(methanesulfonyl)phenyl]-1-methyl-1H-indol-5-yl}-N'-[(pyridin-4-yl)methyl]urea